OCCCCN(C(CCCCC(=O)OC1CCCCCCCCCCCCCC1)CCCCC(=O)OC1CCCCCCCCCCCCCC1)C Dicyclopentadecyl 6-((4-hydroxybutyl)(methyl)amino)undecanedioate